BrCC1C(CN(CC1)C(=O)OC(C)(C)C)(C)C tert-butyl 4-(bromomethyl)-3,3-dimethyl-piperidine-1-carboxylate